C(C)(=O)N1CC[C@@H]2N(C([C@H](C1)NC(=O)C=1NC3=CC=C(C=C3C1)C(F)(F)P(O)(O)=O)=O)[C@@H](CC2)C(NC2=CC=CC=C2)=O ((2-(((5S,8S,10aR)-3-acetyl-6-oxo-8-(phenylcarbamoyl)decahydropyrrolo[1,2-a][1,5]diazocin-5-yl)carbamoyl)-1H-indol-5-yl)difluoromethyl)phosphonic acid